5-bromo-1-(3-fluoro-4-methylbenzyl)-9-methyl-2-oxo-2,3-dihydro-1H-benzo[b]azepine-4-carbaldehyde BrC=1C2=C(N(C(CC1C=O)=O)CC1=CC(=C(C=C1)C)F)C(=CC=C2)C